4,5-dichloropentanol ClC(CCCO)CCl